3-[4-[[(3R)-3,4-Dimethylpiperazin-1-yl]methyl]anilino]-5-(methylamino)-6-(3-methylimidazo[4,5-c]pyridin-7-yl)pyrazin C[C@@H]1CN(CCN1C)CC1=CC=C(NC=2C=NC(=C(N2)NC)C=2C3=C(C=NC2)N(C=N3)C)C=C1